chloromethyl-hexahydropyrazine ClCN1CCNCC1